8-carboxy-N-o-fluorophenylacetyl-1,3,4,9-tetrahydro-β-carboline C(=O)(O)C=1C=CC=C2C=3CCN(CC3NC12)C(CC1=C(C=CC=C1)F)=O